6-((3S)-3-(4-(trifluoromethyl)phenyl)cyclopentyl)-2-thia-6-azaspiro[3.4]octane 2,2-dioxide FC(C1=CC=C(C=C1)[C@@H]1CC(CC1)N1CC2(CS(C2)(=O)=O)CC1)(F)F